4,4'-[1-[4-[1-(4-hydroxyphenyl)-1-methylethyl]phenyl]ethylene]bis[phenol] OC1=CC=C(C=C1)C(C)(C)C1=CC=C(C=C1)C(CC1=CC=C(C=C1)O)C1=CC=C(C=C1)O